COC=1C(=CC2=C(N=C(N=C2N[C@H](C)C2=C(C(=CC=C2)C(F)(F)F)C)C)N1)N1S(CCC1)(=O)=O 2-[7-methoxy-2-methyl-4-({(1R)-1-[2-methyl-3-(trifluoromethyl)phenyl]ethyl}amino)pyrido[2,3-d]pyrimidin-6-yl]-1lambda6,2-thiazolidine-1,1-dione